2-((7H-pyrrolo[2,3-d]pyrimidin-4-yl)amino)-4-(cyclopropyl(4-(5,6,7,8-tetrahydro-1,8-naphthyridin-2-yl)butyl)amino)butanoic acid N1=CN=C(C2=C1NC=C2)NC(C(=O)O)CCN(CCCCC2=NC=1NCCCC1C=C2)C2CC2